C(C)O[Si](O[Si](OCC)(OCC)CCCN(C)CCC)(OCC)CCCN(C)CCC 3,3'-(1,1,3,3-tetraethoxydisiloxane-1,3-diyl)bis(N,N-dipropylmethane-1-amine)